CC1=C(C(=O)NC2=CC=C(C3=CC=CC=C23)S(NC(C)C(C)C)(=O)=O)C=CC=C1 2-methyl-N-(4-(N-(3-methylbutan-2-yl)sulfamoyl)naphthalen-1-yl)benzamide